4,4'-((4-METHYLPYRIDINE-2,6-DIYL)BIS(1H-1,2,3-TRIAZOLE-4,1-DIYL))BIS(2-HYDROXYBENZOIC ACID) CC1=CC(=NC(=C1)C=1N=NN(C1)C1=CC(=C(C(=O)O)C=C1)O)C=1N=NN(C1)C1=CC(=C(C(=O)O)C=C1)O